ClC1=NC(=C2C(=N1)N(N=C2)[C@H]2[C@@H]([C@@H]([C@H](O2)COP(=O)(O)CP(O)(O)=O)O)O)N([C@H](C)C2=CC=CC=C2)C (((((2R,3S,4R,5R)-5-(6-chloro-4-(methyl((R)-1-phenylethyl)amino)-1H-pyrazolo[3,4-d]pyrimidin-1-yl)-3,4-dihydroxytetrahydrofuran-2-yl)methoxy)(hydroxy)phosphoryl)methyl)phosphonic acid